tert-Butyl-2-((1-(7,8-difluoro-1-oxo-1,2-dihydroisoquinolin-4-yl)ethyl)(methyl)carbamoyl)-5-fluoroindoline-1-carboxylate C(C)(C)(C)OC(=O)N1C(CC2=CC(=CC=C12)F)C(N(C)C(C)C1=CNC(C2=C(C(=CC=C12)F)F)=O)=O